2-chloro-4-(trifluoromethyl)benzamide ClC1=C(C(=O)N)C=CC(=C1)C(F)(F)F